2,2,2-Trifluoroethyl 4-methyl-2-((pyrazolo[1,5-a]pyrimidine-3-carboxamido)methyl)benzofuran-7-carboxylate CC1=CC=C(C2=C1C=C(O2)CNC(=O)C=2C=NN1C2N=CC=C1)C(=O)OCC(F)(F)F